BrC1=C(C=C(C(=N1)C1=CN=C2N1N=C(C(=C2)OC)C2COC2)F)F 3-(6-bromo-3,5-difluoropyridin-2-yl)-7-methoxy-6-(oxetan-3-yl)imidazo[1,2-b]pyridazine